C1(=CC=CC=C1)P(C1=C(C=CC=C1)OC1=C(C=CC=C1)P(C1=CC=CC=C1)C1=CC=CC=C1)C1=CC=CC=C1 Bis[2-(diphenyl-phosphino)phenyl]ether